3-(1-(4-(trifluoromethoxy)phenyl)-4-(1-trityl-1H-imidazol-4-yl)-1H-pyrazolo[3,4-b]pyridin-3-yl)azetidine-1-carboxylic acid tert-butyl ester C(C)(C)(C)OC(=O)N1CC(C1)C1=NN(C2=NC=CC(=C21)C=2N=CN(C2)C(C2=CC=CC=C2)(C2=CC=CC=C2)C2=CC=CC=C2)C2=CC=C(C=C2)OC(F)(F)F